C(C)(C)(C)C=1C=C(C=C(C1)I)C1[C@@H]2CNC[C@H]12 (1R,5S,6S)-6-(3-(tert-butyl)-5-iodophenyl)-3-azabicyclo[3.1.0]Hexane